(S)-3-(10-bromo-6,7-dihydro-5H-benzo[b]imidazo[2,1-d][1,5]oxazepin-2-yl)-4-(difluoromethyl)oxazolidine-2-thione BrC1=CC2=C(OCCN3C2=NC(=C3)N3C(OC[C@H]3C(F)F)=S)C=C1